methyl 6-chloro-4-fluoro-pyrrolo[2,3-b]pyridine-1-carboxylate ClC1=CC(=C2C(=N1)N(C=C2)C(=O)OC)F